1-(2-((2-(methoxycarbonyl)-4-methylthiophen-3-yl)amino)-2-oxoethyl)-4,4-dimethyl-1-(2-((4-methyl-2-((methylamino)methyl)thiophen-3-yl)amino)-2-oxoethyl)piperidin-1-ium COC(=O)C=1SC=C(C1NC(C[N+]1(CCC(CC1)(C)C)CC(=O)NC1=C(SC=C1C)CNC)=O)C